4-(azepan-1-yl)-2-chloro-6-methyl-pyrimidine-5-carboxylic acid methyl ester COC(=O)C=1C(=NC(=NC1C)Cl)N1CCCCCC1